4,5-Dibromo-N-(quinolin-8-yl)thiophene-2-carboxamide BrC=1C=C(SC1Br)C(=O)NC=1C=CC=C2C=CC=NC12